FC1=CC2=C(NC(=N2)C=2C(=NC(=NC2)NCCC)N[C@@H]2CNCC2)C=C1 (S)-5-(5-fluoro-1H-benzo[d]imidazol-2-yl)-N2-propyl-N4-(pyrrolidin-3-yl)pyrimidine-2,4-diamine